(9H-fluoren-9-yl)methyl (6-oxo-6-(4-oxopiperidin-1-yl)hexyl)carbamate O=C(CCCCCNC(OCC1C2=CC=CC=C2C=2C=CC=CC12)=O)N1CCC(CC1)=O